3-(Biphenyl-4-yloxy)-azetidine-1-carboxylic acid (2-fluoro-phenyl)-amide FC1=C(C=CC=C1)NC(=O)N1CC(C1)OC1=CC=C(C=C1)C1=CC=CC=C1